ClC=1C=C(C=CC1F)NC(N([C@H](C)C1=CNC(C2=CC=C(C=C12)F)=O)CC1COC(OC1)(C)C)=O |r| racemic-3-(3-chloro-4-fluorophenyl)-1-((2,2-dimethyl-1,3-dioxan-5-yl)methyl)-1-(1-(6-fluoro-1-oxo-1,2-dihydroisoquinolin-4-yl)ethyl)urea